2-(6-(cyclopropyl-((1R,3s,5S)-1,5-dimethyl-8-azabicyclo[3.2.1]octan-3-yl)amino)pyridazin-3-yl)-5-(1H-pyrazol-4-yl)phenol C1(CC1)N(C1=CC=C(N=N1)C1=C(C=C(C=C1)C=1C=NNC1)O)C1C[C@]2(CC[C@@](C1)(N2)C)C